sodium (S)-2-(2,4-dichlorophenoxy)propionate ClC1=C(O[C@H](C(=O)[O-])C)C=CC(=C1)Cl.[Na+]